1-cyclopropyl-6-fluoro-4-(4,4,5,5-tetramethyl-1,3,2-dioxaborolan-2-yl)-1H-indole C1(CC1)N1C=CC2=C(C=C(C=C12)F)B1OC(C(O1)(C)C)(C)C